Cl.ClC1=C(C=CC=C1[C@]1(NC(N(C(C1)=O)[C@H]1C[C@H](OCC1)C)=N)C)NC(=O)C=1C=NC=C(C1)C#CC |o1:15,17| N-(2-Chloro-3-{(4S)-2-imino-4-methyl-1-[(2R*,4R*)-2-methyl-tetrahydropyran-4-yl]-6-oxo-hexahydropyrimidin-4-yl}phenyl)-5-(prop-1-ynyl)pyridine-3-carboxamide hydrochloride